(S)-tert-butyl 3-(4-(methoxycarbonyl)phenyl)-piperazine-1-carboxylate COC(=O)C1=CC=C(C=C1)[C@H]1CN(CCN1)C(=O)OC(C)(C)C